C1(=CC=CC=C1)SC1=CC=C(C=C1)C(C(CC)=NO)=O 1-(4-phenylsulfanylphenyl)-butane-1,2-dione-2-Oxime